tert-Butyl 4-[3-[(3-aminophenyl)methoxy]phenoxy]piperidine-1-carboxylate NC=1C=C(C=CC1)COC=1C=C(OC2CCN(CC2)C(=O)OC(C)(C)C)C=CC1